1-(difluoromethyl)-3-iodobicyclo[1.1.1]Pentane FC(C12CC(C1)(C2)I)F